4-(3-phenyl-1H-1,2,4-triazol-1-yl)naphthalene C1(=CC=CC=C1)C1=NN(C=N1)C1=CC=CC2=CC=CC=C12